ClC=1C=CC(=C(N)C1)C1=CC(=NC=C1)OC 5-chloro-2-(2-methoxypyridin-4-yl)aniline